hexadecyl-sn-glycero-3-phosphocholine C(CCCCCCCCCCCCCCC)C(OP(OC[C@@H](CO)O)(=O)[O-])C[N+](C)(C)C